4-[(1S,4R,5R)-5-{[5-cyclopropyl-3-(2,6-dichlorophenyl)-1,2-oxazol-4-yl]methoxy}-3-oxo-2-azabicyclo[2.2.1]heptan-2-yl]-2-fluoro-N-[2-(oxolan-3-yl)ethanesulfonyl]benzamide C1(CC1)C1=C(C(=NO1)C1=C(C=CC=C1Cl)Cl)CO[C@H]1[C@@H]2C(N([C@H](C1)C2)C2=CC(=C(C(=O)NS(=O)(=O)CCC1COCC1)C=C2)F)=O